9,10-bis(isopropoxycarbonylpentadecamethyleneoxy)anthracene C(C)(C)OC(=O)CCCCCCCCCCCCCCCOC=1C2=CC=CC=C2C(=C2C=CC=CC12)OCCCCCCCCCCCCCCCC(=O)OC(C)C